tert-butyl 4-({(2S)-4-cyclopropanecarbonyl-2-[4-(methoxycarbonyl) phenyl] piperazin-1-yl} methyl)-5-methoxy-7-methyl-1H-indole-1-carboxylate C1(CC1)C(=O)N1C[C@@H](N(CC1)CC1=C2C=CN(C2=C(C=C1OC)C)C(=O)OC(C)(C)C)C1=CC=C(C=C1)C(=O)OC